methyl 4-amino-3-chloro-5-fluoro-6-(7-fluoro-1-isobutyryl-1H-indole-6-yl)pyridine-2-carboxylate NC1=C(C(=NC(=C1F)C1=CC=C2C=CN(C2=C1F)C(C(C)C)=O)C(=O)OC)Cl